COC1=C(C(=CC(=C1)C)C)C1=CC=C2C=CC(=NC2=N1)C1CC(CCC1)NC(OC(C)(C)C)=O tert-butyl N-[3-[7-(2-methoxy-4,6-dimethyl-phenyl)-1,8-naphthyridin-2-yl]cyclohexyl]carbamate